2-bromo-N-(pivaloyloxy)thiazole-5-carboxamide BrC=1SC(=CN1)C(=O)NOC(C(C)(C)C)=O